O.[Cl-] chloride hydrate